N-[4-[2-(2-Aminoethoxy)ethylcarbamoyl]-3-chloro-phenyl]-5-(2,3-difluoro-4-methoxy-phenyl)-1-methyl-imidazole-2-carboxamide NCCOCCNC(=O)C1=C(C=C(C=C1)NC(=O)C=1N(C(=CN1)C1=C(C(=C(C=C1)OC)F)F)C)Cl